N-Cyclopropyl-3-(1-methylimidazol-4-yl)-4-[[4-(trifluoromethyl)phenyl]methylamino]benzenesulfonamide C1(CC1)NS(=O)(=O)C1=CC(=C(C=C1)NCC1=CC=C(C=C1)C(F)(F)F)C=1N=CN(C1)C